COCC=1N(C(=NN1)[C@@H]1CC[C@H](CC1)OC=1C=CC(=NC1)C)C1=CC=C(C=C1)C trans-5-[4-[5-(methoxymethyl)-4-(4-methylphenyl)-1,2,4-triazol-3-yl]cyclohexyl]oxy-2-methylpyridine